N[C@H]1CS(C2=C(N(C1=O)CC1=CC=C(C=C1)Cl)C=C(C=C2)C=2OC(=NN2)NC(C)C)(=O)=O (3R)-3-amino-5-[(4-chlorophenyl)methyl]-7-[5-(isopropylamino)-1,3,4-oxadiazol-2-yl]-1,1-dioxo-2,3-dihydro-1λ6,5-benzothiazepin-4-one